Methyl-3-oxo-2-pentylcyclopentanacetat COC(CC1C(C(CC1)=O)CCCCC)=O